FC1=C(C=CC(=C1F)C=1C=CC(=C2C=NNC12)C=1C=NN(C1)C1OCCCC1)N(C1CC(NC(C1)(C)C)(C)C)C N-(2,3-difluoro-4-(4-(1-(tetrahydro-2H-pyran-2-yl)-1H-pyrazol-4-yl)-1H-indazol-7-yl)phenyl)-N,2,2,6,6-pentamethylpiperidin-4-amine